(R)-4-((s)-1-(3-Chloro-5-fluoro-2-((4-methoxyphenoxy)methyl)phenyl)ethyl)-1,6-dimethylpiperazin-2-one ClC=1C(=C(C=C(C1)F)[C@H](C)N1CC(N([C@@H](C1)C)C)=O)COC1=CC=C(C=C1)OC